2-(bis(2-hydroxyethyl)amino)acetic acid OCCN(CC(=O)O)CCO